CC1=CC=NC2=C(C=CC(=C12)C)O.CC1=CC=NC2=C(C=CC(=C12)C)O.CC1=CC=NC2=C(C=CC(=C12)C)O.[Al] aluminum tris(4,5-dimethyl-8-quinolinol)